NC1=NNC2=C1C(=NC=C2C2=NC=C(C=C2)F)C2=C(C=C(CNC(C1=C(C=CC(=C1)F)OC)=O)C=C2)F N-(4-(3-amino-7-(5-fluoropyridin-2-yl)-1H-pyrazolo[4,3-c]pyridin-4-yl)-3-fluorobenzyl)-5-fluoro-2-methoxybenzamide